5-chloro-N-((2S)-4-(cyclopropylamino)-3-hydroxy-1-((3S,5R)-5-methyl-2-oxopyrrolidin-3-yl)-4-oxobutan-2-yl)-2-(1-(trifluoromethyl)cyclopropane-1-carboxamido)benzamide ClC=1C=CC(=C(C(=O)N[C@@H](C[C@H]2C(N[C@@H](C2)C)=O)C(C(=O)NC2CC2)O)C1)NC(=O)C1(CC1)C(F)(F)F